Cl.NC\C=C(\CN1C2=NC=NC(=C2N(C1=O)C)C=1C=C(C=CC1)S(=O)(=O)N(C)C)/F (Z)-3-(9-(4-amino-2-fluoro-but-2-en-1-yl)-7-methyl-8-oxo-8,9-dihydro-7H-purin-6-yl)-N,N-dimethylbenzenesulfonamide hydrochloride